N-{(2S,3R)-4,4-difluoro-1-(2-methylpropanoyl)-2-[(2,2',3'-trifluoro[1,1'-biphenyl]-3-yl)methyl]pyrrolidin-3-yl}-cyclopropanesulfonamide FC1([C@@H]([C@@H](N(C1)C(C(C)C)=O)CC=1C(=C(C=CC1)C1=C(C(=CC=C1)F)F)F)NS(=O)(=O)C1CC1)F